Ethyl 2-[[4-[[4-[[(4-chlorophenyl)methylsulfonylamino]methyl]triazol-1-yl]methyl]phenyl]carbamoyl]-4-methyl-pentanoate ClC1=CC=C(C=C1)CS(=O)(=O)NCC=1N=NN(C1)CC1=CC=C(C=C1)NC(=O)C(C(=O)OCC)CC(C)C